C1(CC1)C1=NC=NC(=C1C1=NC=C(C(=C1F)N(C(OC(C)(C)C)=O)CC1=CC=C(C=C1)C=1N(C=C(N1)C(F)(F)F)C(C)C)CO)OC tert-butyl N-[2-(4-cyclopropyl-6-methoxy-pyrimidin-5-yl)-3-fluoro-5-(hydroxymethyl)-4-pyridyl]-N-[[4-[1-isopropyl-4-(trifluoromethyl)imidazol-2-yl]phenyl]methyl]carbamate